N-(3-isocyanato-5-((1R,2R)-2-methylcyclopropyl)phenyl)-2-phenylacetamide N(=C=O)C=1C=C(C=C(C1)[C@H]1[C@@H](C1)C)NC(CC1=CC=CC=C1)=O